N,N,N',N'-Tetramethyl-1,6-hexanediamin CN(CCCCCCN(C)C)C